C(C)OC1=NC2=C(N1CCCC1=CC=CC=C1)C=CC(=C2)N2CCOCC2 2-ethoxy-5-morpholino-N-(3-phenylpropyl)-1H-benzo[d]Imidazole